CC1=C(C(=CC=C1)C)C1=NC(=NC(=C1)OC1=CC=C(C=C1)C1N(CCN(C1)C)C)NS(=O)(=O)C=1C=NN(C1)C N-[4-(2,6-dimethylphenyl)-6-[4-(1,4-dimethylpiperazin-2-yl)phenoxy]pyrimidin-2-yl]-1-methyl-pyrazole-4-sulfonamide